2-butoxy-7-((5-methyl-6-(piperazin-1-yl)pyridin-3-yl)methyl)-5H-pyrrolo[3,2-d]pyrimidin-4-amine C(CCC)OC=1N=C(C2=C(N1)C(=CN2)CC=2C=NC(=C(C2)C)N2CCNCC2)N